NC1=CC(=C(C=C1Cl)O)Cl 4-amino-2,5-dichlorophenol